(S)-8-chloro-6-(((1-cyclopropyl-1H-1,2,3-triazol-4-yl)(quinolin-8-yl)methyl)amino)-4-(neopentylamino)quinoline-3-carbonitrile ClC=1C=C(C=C2C(=C(C=NC12)C#N)NCC(C)(C)C)N[C@@H](C=1C=CC=C2C=CC=NC12)C=1N=NN(C1)C1CC1